2,4,5-trifluoropyridine FC1=NC=C(C(=C1)F)F